ClC=1C(=C(C=CC1)NC(=O)C1=CC(=CC=2NC(=NC21)COC)NC(=O)C2=C(C=CC=C2)C(F)(F)F)C N-(3-chloro-2-methylphenyl)-2-(methoxymethyl)-6-({[2-(trifluoromethyl)phenyl]carbonyl}amino)-1H-benzimidazole-4-carboxamide